methyl (E)-3-(3-((1R,2S,4S)-N-((S)-(4'-(dimethylamino)-3-fluoro-[1,1'-biphenyl]-4-yl)methyl-d)bicyclo[2.2.1]heptane-2-carboxamido)-5-fluorophenyl)acrylate CN(C1=CC=C(C=C1)C1=CC(=C(C=C1)[C@@H](N(C(=O)[C@@H]1[C@@H]2CC[C@H](C1)C2)C=2C=C(C=C(C2)F)/C=C/C(=O)OC)[2H])F)C